rac-methyl 4-{[3-(4-{[(3R,4S)-3-fluoro-1-methylpiperidin-4-yl]amino}-1-(2,2,2-trifluoroethyl)-1H-indol-2-yl) prop-2-yn-1-yl]amino}-3-methoxybenzoate F[C@@H]1CN(CC[C@@H]1NC1=C2C=C(N(C2=CC=C1)CC(F)(F)F)C#CCNC1=C(C=C(C(=O)OC)C=C1)OC)C |r|